ClC1=CC=2OCCNC2C=N1 7-chloro-3,4-dihydro-2H-pyrido[4,3-b][1,4]oxazine